FC1(CN(CC1)C)C(=O)NC=1C(=CC=2N=CN=C(C2N1)C=1C(=NN(C1)C)C1=CC=CC=C1)OC 3-fluoro-N-(7-methoxy-4-(1-methyl-3-phenyl-1H-pyrazol-4-yl)pyrido[3,2-d]pyrimidin-6-yl)-1-methylpyrrolidine-3-carboxamide